O=C1NC(CCC1N1C(C2=CC(=C(C=C2C1=O)N1CCC(CC1)(C=O)F)F)=O)=O 1-(2-(2,6-dioxopiperidin-3-yl)-6-fluoro-1,3-dioxoisoindolin-5-yl)-4-fluoropiperidine-4-carbaldehyde